OCCC(C(C#N)C=1SC=CC1)C1=CC=CC=C1 5-hydroxy-3-phenyl-2-(thien-2-yl)valeronitrile